COC1=NC2=CC=CC=C2C(=C1)O methoxyquinolin-4-ol